CS(=O)(=O)N1C[C@@H]2C([C@@H]2C1)NC(OC(C)(C)C)=O tert-butyl ((1R,5S,6r)-3-(methylsulfonyl)-3-azabicyclo[3.1.0]hexan-6-yl)carbamate